S(=O)(=O)(OCCCCCCCCCCCCCCCC)[O-].[Na+].[Na+].C(CCCCCCCCCCCCCCC)OS(=O)(=O)[O-] Disodium hexadecyl sulphate